ClC=1C2=CN(N=C2C=C(C1C1=CC=CN2C=CC=C12)C(F)(F)F)C 8-(4-chloro-2-methyl-6-(trifluoromethyl)-2H-indazol-5-yl)indolizine